(1R,4R,7R)-N,N-dimethyl-2-[(1S)-1-phenylethyl]-2-azabicyclo[2.2.1]heptan-7-amine CN([C@H]1[C@@H]2N(C[C@H]1CC2)[C@@H](C)C2=CC=CC=C2)C